N1=C(C=CC=C1)NC(C1=CC(=CC=C1)C(F)(F)F)=O N-(pyridin-2-yl)-3-(trifluoromethyl)benzamide